C(#N)CC1N(CCN(C1)C(=O)[O-])C(=O)[O-] (cyanomethyl)piperazine-1,4-dicarboxylate